CC(C)CCC[C@@](C)([C@H]1C(=O)C[C@@H]2[C@@]1(CC[C@H]3[C@H]2CC[C@@H]4[C@@]3(CCC(=O)C4)C)C)O 20S-Hydroxycholestane-3,16-dione